BrC1=C(C=CC=C1)C1=C(C=CC=C1)C 2-bromo-2'-methylbiphenyl